2-(2-(Ethylsulfonyl)indolizin-3-yl)-3-methyl-6-(trifluoromethyl)-3H-imidazo[4,5-b]pyridine C(C)S(=O)(=O)C=1C=C2C=CC=CN2C1C1=NC=2C(=NC=C(C2)C(F)(F)F)N1C